FC(C(=O)O)(F)F.COC=1C=C2C(=NC=NC2=CC1OC)N1CC(C1)CCN 2-(1-(6,7-dimethoxyquinazolin-4-yl)azetidin-3-yl)ethanamine 2,2,2-trifluoroacetate